S-(1-hydroxy-2,3-dihydro-1H-inden-2-yl)dithiophosphoric acid ethyl ester C(C)S(P(O)(O)=S)C1C(C2=CC=CC=C2C1)O